C(CCCCCCC)NCCC octylpropyl-amine